BrC1=CC=C2C(=CN(C2=C1)CC(C)C)C(CNC(OC(C)(C)C)=O)C tert-butyl (2-(6-bromo-1-isobutyl-1H-indol-3-yl)propyl)carbamate